[Li].[Li].BrC1=CC=C(C=C1)C=C1CCCC1 1-bromo-4-(cyclopentylidenemethyl)benzene dilithium